CS(=O)(=O)N1CC(C1)N1CC2=CC=CC=C2C1 2-(1-(methylsulfonyl)azetidin-3-yl)isoindolin